2-azido-3-(5-chloro-2-bromophenyl)acrylic acid ethyl ester C(C)OC(C(=CC1=C(C=CC(=C1)Cl)Br)N=[N+]=[N-])=O